7-methoxy-2-((1r,2r)-2-(1-methyl-1H-pyrazol-4-yl)cyclopropyl)-[1,2,4]triazolo[1,5-c]quinazolin-5-amine COC1=CC=CC=2C=3N(C(=NC12)N)N=C(N3)[C@H]3[C@@H](C3)C=3C=NN(C3)C